8-(1-aminoethyl)-6-methyl-2-morpholinoquinoline-5-carbonitrile NC(C)C1=CC(=C(C=2C=CC(=NC12)N1CCOCC1)C#N)C